7'-(4-morpholinophenyl)-2,3,5,6-tetrahydrospiro[pyran-4,5'-pyrrolo[2,3-d]pyrimidin]-6'(7'H)-one O1CCN(CC1)C1=CC=C(C=C1)N1C(C2(C3=C1N=CN=C3)CCOCC2)=O